FC1=CC2=C(N(C(N=C2N2[C@H](CN(CC2)C(=O)OC(C)(C)C)C)=O)C=2C(=NC=CC2C)C(C)C)N=C1C1=C(C=CC=2CCOC21)F tert-butyl (3S)-4-(6-fluoro-7-(6-fluoro-2,3-dihydrobenzofuran-7-yl)-1-(2-isopropyl-4-methylpyridin-3-yl)-2-oxo-1,2-dihydropyrido[2,3-d]pyrimidin-4-yl)-3-methylpiperazine-1-carboxylate